4-(2-(difluoromethyl)-1H-benzo[d]imidazol-1-yl)-N-(1-(4-methoxyphenyl)-2-methylpropan-2-yl)-6-morpholino-1,3,5-triazin-2-amine FC(C1=NC2=C(N1C1=NC(=NC(=N1)N1CCOCC1)NC(CC1=CC=C(C=C1)OC)(C)C)C=CC=C2)F